FC1(CCC(CC1)N1C[C@@H](CC1)N1C2=C(C(C3=CC(=CC=C13)F)=O)C1=CC3=C(C(N1C2)=O)COC([C@]3(O)CC)=O)F (S)-11-((R)-1-(4,4-difluorocyclohexyl)pyrrolidin-3-yl)-4-ethyl-8-fluoro-4-hydroxy-1H-Pyrano[3',4':6,7]indolizino[2,1-b]quinoline-3,6,14(4H,11H,12H)-trione